COC(C1=C(C=C(C(=C1)N)C(F)(F)F)F)=O.NCC(C1=CC=CC=C1)(C1=CC=CC=C1)N diaminophenyl-phenylethane Methyl-5-amino-2-fluoro-4-(trifluoromethyl)benzoat